tert-Butyl 8''-bromo-7''-fluoro-2''-oxo-2'',3''-dihydrodispiro[piperidine-4,1'-cyclobutane-3',1''-pyrrolo[2,3-c]quinoline]-1-carboxylate BrC1=CC=2C3=C(C=NC2C=C1F)NC(C31CC3(C1)CCN(CC3)C(=O)OC(C)(C)C)=O